C(C1=CC=CC=C1)N1CCC(CC1)(OC)C=1C=C2CN(C(C2=CC1)=O)C1C(NC(CC1)=O)=O 3-(5-(1-benzyl-4-methoxypiperidin-4-yl)-1-oxoisoindolin-2-yl)piperidine-2,6-dione